S1N=C(C(C1)=O)C1=NSCC1 bithiazolenon